1-(4-Bromo-2,3-difluorophenyl)piperazine BrC1=C(C(=C(C=C1)N1CCNCC1)F)F